N-(4-(trifluoromethyl)phenyl)carboxamide FC(C1=CC=C(C=C1)NC=O)(F)F